BrC1=C(C=C(C=C1O)OC)C(\C=C\C1=CC(=C(C=C1)OC)OC)=O 1-(2-bromo-3-hydroxy-5-methoxyphenyl)-3-(3,4-dimethoxyphenyl)-(2E)-2-propen-1-one